CC1(C[C@@H](C[C@H]1OCCCCC1=NC=2NCCCC2C=C1)N([C@@H](C(=O)O)C=1C=C(C=C2CCO[C@H](C12)C)C)C)C (R)-2-(((1S,4R)-3,3-dimethyl-4-(4-(5,6,7,8-tetrahydro-1,8-naphthyridin-2-yl)butoxy)cyclopentyl)(methyl)amino)-2-((S)-1,6-dimethylisochroman-8-yl)acetic acid